[2-amino-4-(furan-2-yl)-5-oxo-5H,7H-furo[3,4-d]pyrimidin-7-yl]methyl-2-fluorobenzonitrile NC=1N=C(C2=C(N1)C(OC2=O)CC=2C(=C(C#N)C=CC2)F)C=2OC=CC2